3-(2-methoxy-4,6-dimethylphenyl)-7-(1-methylpiperidin-3-yl)thieno[3,2-c]pyridazine COC1=C(C(=CC(=C1)C)C)C1=CC2=C(N=N1)C(=CS2)C2CN(CCC2)C